sodium silicate salt [Si]([O-])([O-])([O-])[O-].[Na+].[Na+].[Na+].[Na+]